tert-butyl 3-(benzyloxy)azetidine-1-carboxylate C(C1=CC=CC=C1)OC1CN(C1)C(=O)OC(C)(C)C